C(C)(C)(C)C=1C=C(C=C(C1O)C(C)(C)C)CCC(=O)OCC(COC(CCC1=CC(=C(C(=C1)C(C)(C)C)O)C(C)(C)C)=O)(COC(CCC1=CC(=C(C(=C1)C(C)(C)C)O)C(C)(C)C)=O)COC(CCC1=CC(=C(C(=C1)C(C)(C)C)O)C(C)(C)C)=O pentaerythritol tetrakis(3-(3,5-ditertbutyl-4-hydroxyphenyl)propionate)